Lithium zinc alloyl-lithium chloride [Cl-].C(C=C)(=O)[Li].[Zn+2].[Li+].[Cl-].[Cl-]